ClC1=NC2=C(C=CC=C2C=2N1N=C(N2)C=2C=NNC2)C#N 5-chloro-2-(1H-pyrazol-4-yl)[1,2,4]triazolo[1,5-c]quinazoline-7-carbonitrile